C(C=C(C(=O)OCCCCCC(C)C)CC(=O)OCCCCCC(C)C)(=O)OCCCCCC(C)C tri-isooctyl aconitate